FC=1C=C(N)C=C(C1)N1C[C@H](OCC1)C (R)-3-fluoro-5-(2-methylmorpholino)aniline